C(#N)C1=CN=C2N1N=C(C=C2)C=2C=CC(=C(C2)N2OCC[C@H]2C2=CC=CC=C2)C (S)-N-(5-(3-cyanoimidazo[1,2-b]pyridazin-6-yl)-2-methylphenyl)-3-phenylisoxazolidin